FC1=CC=C(C=C1)/C=C/CC(=O)NC1CC(C1)C(=O)O 3-[{(3E)-4-(4-fluorophenyl)-1-oxo-3-buten-1-yl}amino]cyclobutanecarboxylic acid